FC1=C(C(=CC(=C1)C)F)C=1CCCC2=C(C1C1=CC=C(C=C1)C=C1CN(C1)CCCF)C=CC=C2 8-(2,6-Difluoro-4-methylphenyl)-9-(4-((1-(3-fluoropropyl)azetidin-3-yliden)methyl)phenyl)-6,7-dihydro-5H-benzo[7]annulen